(3-{[6-(difluoromethyl)pyridin-2-yl]methoxy}pyridin-4-yl)methanamine FC(C1=CC=CC(=N1)COC=1C=NC=CC1CN)F